OC1=C(N2C(C3=CC(=CC=C13)N1CCOCC1)=NC=N2)C(=O)OC methyl 6-hydroxy-9-morpholino-[1,2,4]triazolo[5,1-a]isoquinoline-5-carboxylate